3-((1-(benzyloxycarbonyl)azetidin-3-yl)methylthio)azetidine-1-carboxylic acid tert-butyl ester C(C)(C)(C)OC(=O)N1CC(C1)SCC1CN(C1)C(=O)OCC1=CC=CC=C1